OC1=C(C=CC(=C1)OC(F)(F)F)C1=NN=C(C(N1C)=O)N1CCC2C1CN(CC2)C 3-[2-Hydroxy-4-(trifluoromethoxy)phenyl]-4-methyl-6-(6-methyl-3,3a,4,5,7,7a-hexahydro-2H-pyrrolo[2,3-c]pyridin-1-yl)-1,2,4-triazin-5-one